N-(4-(benzyloxy)-2-methylphenyl)-4-chloro-1-(1-(cyclopropanecarbonyl)piperidin-4-yl)-1H-pyrazole-5-carboxamide C(C1=CC=CC=C1)OC1=CC(=C(C=C1)NC(=O)C1=C(C=NN1C1CCN(CC1)C(=O)C1CC1)Cl)C